2-(furan-3-yl)acrylic acid O1C=C(C=C1)C(C(=O)O)=C